gold Nickel chromium iron silicon boron [B].[Si].[Fe].[Cr].[Ni].[Au]